2-(3-fluoro-2-methoxy-5-(2-(oxazol-5-yl)propan-2-yl)phenyl)-2-((R)-3-((5-(5,6,7,8-tetrahydro-1,8-naphthyridin-2-yl)pentyl)oxy)pyrrolidin-1-yl)acetic acid FC=1C(=C(C=C(C1)C(C)(C)C1=CN=CO1)C(C(=O)O)N1C[C@@H](CC1)OCCCCCC1=NC=2NCCCC2C=C1)OC